tert-Butyl 4-(3-(nonyl(4-oxo-4-(pentyloxy)butyl)amino)propanoyl)piperazine-1-carboxylate C(CCCCCCCC)N(CCC(=O)N1CCN(CC1)C(=O)OC(C)(C)C)CCCC(OCCCCC)=O